C(=O)(OC(C)(C)C)NC(=O)[C@H]1NC=CC1 (S)-N-BOC-2,3-dihydropyrrole-2-formamide